NC1=C(N=CC(=N1)C1=C(C=C2C(N(C=NC2=C1)CCC[C@H](COC(F)F)NC=1C=NNC(C1C(F)(F)F)=O)=O)F)C(F)(F)F (R)-7-(6-amino-5-(trifluoromethyl)pyrazin-2-yl)-3-(5-(difluoromethoxy)-4-((6-oxo-5-(trifluoromethyl)-1,6-dihydropyridazin-4-yl)amino)pentyl)-6-fluoroquinazolin-4(3H)-one